C(C1=CC=CC=C1)OCCC1(CCC1)C(N)=N 1-(2-(benzyloxy)ethyl)cyclobutane-1-carboximidamide